IC1=C(C=CN=N1)C 6-iodo-5-methyl-pyridazine